OC12CCC(C1)(C2)NC(OCC2=CC=CC=C2)=O benzyl (4-hydroxybicyclo[2.1.1]hexan-1-yl)carbamate